rel-(2R*)-N-[(1R)-1-(5-cyano-3-fluoropyridin-2-yl)ethyl]-2-(5,6-difluoro-4-methyl-2-oxo-1H-quinolin-3-yl)propanamide methyl-(3-formyl-1H-indol-1-yl)hexanoate CC(C(=O)O)(CCCC)N1C=C(C2=CC=CC=C12)C=O.C(#N)C=1C=C(C(=NC1)[C@@H](C)NC([C@H](C)C=1C(NC2=CC=C(C(=C2C1C)F)F)=O)=O)F |o1:32|